NCCOCCNC(=O)C1=C(C=C(NC=2C=3N(C=CN2)C(=CN3)C=3C(=NN(C3)CC(=O)O)C(F)(F)F)C=C1)CC 2-[4-[8-[4-[2-(2-aminoethoxy)ethylcarbamoyl]-3-ethylanilino]imidazo[1,2-a]pyrazin-3-yl]-3-(trifluoromethyl)pyrazol-1-yl]acetic acid